N-[1-(aminomethyl)cyclopentyl]carbamic acid tert-butyl ester C(C)(C)(C)OC(NC1(CCCC1)CN)=O